2-[2-[(4-fluorophenoxy)methyl]imidazo[1,2-a]pyrimidin-6-yl]-5-methyl-aniline FC1=CC=C(OCC=2N=C3N(C=C(C=N3)C3=C(N)C=C(C=C3)C)C2)C=C1